FC1=C(C=CC=C1OC)C1=C(N(C(N(C1=O)C[C@@H](C1=CC=CC=C1)NCCCC(=O)O)=O)CC1=C(C=CC=C1C(F)(F)F)F)C 4-({(1R)-2-[5-(2-fluoro-3-methoxyphenyl)-3-{[2-fluoro-6-(trifluoromethyl)phenyl]methyl}-4-methyl-2,6-dioxo-3,6-dihydropyrimidin-1(2H)-yl]-1-phenylethyl}amino)butyric acid